BrC=1C=C(C(=C(C1)NCCO)[N+](=O)[O-])C(C)(C)C 2-((5-bromo-3-(tert-butyl)-2-nitrophenyl)amino)ethan-1-ol